tert-butyl (2-(2-chloro-6-((2S,5R)-2,5-dimethyl-4-((4-(trifluoromethyl)phenyl)(5-(trifluoromethyl)pyridin-2-yl)methyl)piperazin-1-yl)-9H-purin-9-yl)ethyl)(methyl)carbamate ClC1=NC(=C2N=CN(C2=N1)CCN(C(OC(C)(C)C)=O)C)N1[C@H](CN([C@@H](C1)C)C(C1=NC=C(C=C1)C(F)(F)F)C1=CC=C(C=C1)C(F)(F)F)C